OCCC(CCCC(CCC=O)C)C 10-hydroxy-4,8-dimethyldecanal